C1(=CC=CC=C1)C1(CC=C(C=C1)CCCC=1C=C(C=CC1)C)N1CCNCC1 1-phenyl-4-(3-tolylpropyl)-phenylpiperazine